C(C)(C)(C)OC(=O)N1C2(CCCC1CC2)OC2=CC(=C(C=C2)C#N)Cl (3-endo)-(3-chloro-4-cyanophenoxy)-8-azabicyclo[3.2.1]octane-8-carboxylic acid tert-butyl ester